(3,4-dimethoxyphenyl)-N-hexylacetamide COC=1C=C(C=CC1OC)CC(=O)NCCCCCC